4-((1S,4R,5R)-5-((5-cyclopropyl-3-(2,6-dichlorophenyl)isoxazol-4-yl)methoxy)-3-oxo-2-azabicyclo[2.2.1]heptan-2-yl)-N-((tetrahydro-2H-pyran-4-yl)sulfonyl)benzamide C1(CC1)C1=C(C(=NO1)C1=C(C=CC=C1Cl)Cl)CO[C@H]1[C@@H]2C(N([C@H](C1)C2)C2=CC=C(C(=O)NS(=O)(=O)C1CCOCC1)C=C2)=O